OCC1CCC(CC1)N1CCN(CC1)C(=O)OC(C)(C)C tert-butyl 4-[4-(hydroxymethyl)cyclohexyl]piperazine-1-carboxylate